N6-(6-chloro-2-fluoro-3-methylphenyl)-5-fluoro-1H-pyrazolo[3,4-b]pyridine-3,6-diamine ClC1=CC=C(C(=C1NC1=C(C=C2C(=N1)NN=C2N)F)F)C